Cl.Cl.C(C)C=1C=C2C(=NC1)OCC[C@@H]2N (S)-6-ethyl-3,4-dihydro-2H-pyrano[2,3-b]pyridin-4-amine dihydrochloride salt